3-benzoyl-1-[4-hydroxy-5-(tert-butyldimethylsilyloxy-methyl)tetrahydrofuran-2-yl]-5-methylpyrimidine-2,4(1H,3H)-dione C(C1=CC=CC=C1)(=O)N1C(N(C=C(C1=O)C)C1OC(C(C1)O)CO[Si](C)(C)C(C)(C)C)=O